7-((4-(3-fluoropropoxy)phenyl)amino)-4-methyl-2H-benzo[b][1,4]oxazin-3(4H)-one FCCCOC1=CC=C(C=C1)NC=1C=CC2=C(OCC(N2C)=O)C1